CCCCC1=CC=CC=C1OCC2CO2 butylphenyl glycidyl ether